2-(prop-1-en-2-yl)-3-(trifluoromethyl)aniline C=C(C)C1=C(N)C=CC=C1C(F)(F)F